1-[4-(2-bromo-5-fluoro-phenyl)piperazin-1-yl]-2-[tert-butyl(dimethyl)silyl]oxy-ethanone BrC1=C(C=C(C=C1)F)N1CCN(CC1)C(CO[Si](C)(C)C(C)(C)C)=O